N-cyclohexyl-allylbicyclo[2.2.1]hept-5-ene-2,3-dicarboximide C1(CCCCC1)N1C(=O)C2C3(C=CC(C2C1=O)C3)CC=C